C(#N)C1=CNC2=C(C=CC(=C12)C)NS(=O)(=O)C=1C=NN(C1)CCCF N-(3-cyano-4-methyl-1H-indol-7-yl)-1-(3-fluoropropyl)pyrazole-4-sulfonamide